[4-anilino-6-(4-morpholinyl)-1,3,5-triazin-2-yl]hydrazine N(C1=CC=CC=C1)C1=NC(=NC(=N1)N1CCOCC1)NN